(S)-N-((S)-3-oxo-1-((S)-2-oxopyrrolidin-3-yl)-4-(trifluoromethoxy)butan-2-yl)-5-(3,3,4,4-tetrafluorobutanoyl)-5-azaspiro[2.4]heptane-6-carboxamide O=C([C@H](C[C@H]1C(NCC1)=O)NC(=O)[C@H]1N(CC2(CC2)C1)C(CC(C(F)F)(F)F)=O)COC(F)(F)F